NC=1C(=NC(=C(N1)C1=CC=C(C=C1)F)C1=CC(=NC(=C1)C)N)C(=O)NCC1=C(C=CC=C1)OC 3-amino-6-(2-amino-6-methylpyridin-4-yl)-5-(4-fluorophenyl)-N-(2-methoxybenzyl)pyrazine-2-carboxamide